3-(2-chloro-3-(2-oxo-1-(pyridazin-3-ylmethyl)indolin-5-yl)phenyl)piperidine-2,6-dione ClC1=C(C=CC=C1C=1C=C2CC(N(C2=CC1)CC=1N=NC=CC1)=O)C1C(NC(CC1)=O)=O